C(C)S(=O)(=O)C=1C=C(C=NC1C1=NC2=C(C=NC(=C2)C(F)(F)F)N1C)N(C(C(C)C)=O)C N-[5-ethylsulfonyl-6-[3-methyl-6-(trifluoromethyl)imidazo[4,5-c]pyridin-2-yl]-3-pyridinyl]-N,2-dimethyl-propionamide